C1(CCC1)N1N=CC(=C1)C1=C(C(=O)O)C=C(C=C1)NC(=O)C1(CC1)C1=NC=C(C=C1)F 2-(1-Cyclobutyl-1H-pyrazol-4-yl)-5-({[1-(5-fluoropyridin-2-yl)cyclopropyl]carbonyl}amino)benzoic acid